Methyl 3-methoxy-5-(8-(4,4,5,5-tetramethyl-1,3,2-dioxaborolan-2-yl)isoquinolin-3-yl)picolinate COC=1C(=NC=C(C1)C=1N=CC2=C(C=CC=C2C1)B1OC(C(O1)(C)C)(C)C)C(=O)OC